C(C1=CC=CC=C1)OCCCC1=C(N=NC(=C1)Cl)Cl 4-(3-(benzyloxy)propyl)-3,6-dichloropyridazine